(5-(6-((3aR,6aS)-tetrahydro-1H-furo[3,4-c]pyrrol-5(3H)-yl)-1H-benzo[d]imidazol-2-yl)-1H-pyrrol-3-yl)(2-(trifluoromethyl)phenyl)methanone C1OC[C@@H]2[C@H]1CN(C2)C=2C=CC1=C(NC(=N1)C1=CC(=CN1)C(=O)C1=C(C=CC=C1)C(F)(F)F)C2